1-(4-(2-Chlorophenoxy)piperidin-1-yl)-2-(3-(4-hydroxy-4-(hydroxymethyl)piperidine-1-carbonyl)-4,5,6,7-tetrahydro-1H-indazol-1-yl)ethanone ClC1=C(OC2CCN(CC2)C(CN2N=C(C=3CCCCC23)C(=O)N2CCC(CC2)(CO)O)=O)C=CC=C1